BrC=C1C(=CCC(C1)=CBr)C1=CC=CC=C1 2,4-bisBromomethylenebiphenyl